C(C)N(CC1=CC=C(C=C1)C(F)(F)F)CC1=NN2C(=NC=3C(=CC=CC3C2=N1)OC)N 2-((ethyl(4-(trifluoromethyl)benzyl)amino)methyl)-7-methoxy-[1,2,4]triazolo[1,5-c]quinazolin-5-amine